C(CC)OC(CCCCCCC(OCC)OC(CCCCCCC(OCCC)OCCC)OCC)OCCC dipropoxyheptylethoxymethyl ether